C(=O)(O)C1=C(C2=CC=CC=C2C=C1)O carboxyhydroxynaphthalene